N-(3-(3-chloro-4-(6-(1-methylcyclopropoxy)-9-((4-methylpyridin-2-yl)methyl)-9H-purin-8-yl)phenoxy)propyl)acetamide ClC=1C=C(OCCCNC(C)=O)C=CC1C=1N(C2=NC=NC(=C2N1)OC1(CC1)C)CC1=NC=CC(=C1)C